6-chloro-3-isobutyl-N-(2-pyridylmethyl)-[1,2,4]triazolo[4,3-b]pyridazin-8-amine ClC=1C=C(C=2N(N1)C(=NN2)CC(C)C)NCC2=NC=CC=C2